5,5-dimethylisoxazolone CC1(CC(NO1)=O)C